C(CCC)[C@@]1(CS(C2=C([C@H](N1)C1=CC=CC=C1)C=C(C(=C2)OC)OC)(=O)=O)CC (3R,5R)-3-Butyl-3-ethyl-2,3,4,5-tetrahydro-7,8-dimethoxy-5-phenyl-1,4-benzothiazepine 1,1-dioxide